methyl 3'-ethoxy-4'-(7-oxo-6,7-dihydro-3H-[1,2,3]triazolo[4,5-d]pyrimidin-5-yl)-[1,1'-biphenyl]-4-carboxylate C(C)OC=1C=C(C=CC1C=1NC(C2=C(N1)NN=N2)=O)C2=CC=C(C=C2)C(=O)OC